5-methyl-N-(5-methyl-1H-pyrazol-3-yl)-2-(methylthio)-6-morpholinopyrimidin-4-amine CC=1C(=NC(=NC1N1CCOCC1)SC)NC1=NNC(=C1)C